2-amino-4-(4-phenoxyphenoxy)pyrimidin NC1=NC=CC(=N1)OC1=CC=C(C=C1)OC1=CC=CC=C1